COC=1N=C2C(=CC=NC2=CC1OC)OC1=CC=C(C(=N1)OC)NC(=O)C1(CC1)C(=O)NC1=CC=C(C=C1)F 1-N'-[6-[(6,7-dimethoxy-1,5-naphthyridin-4-yl)oxy]-2-methoxypyridin-3-yl]-1-N-(4-fluorophenyl)cyclopropane-1,1-dicarboxamide